C[Si](CCCSCCN)(OC)C dimethyl-methoxy-3-(2-aminoethylthio)propyl-silane